CN[C@H]1C[C@H](CC1)NCC=1C=C2C=C(NC2=CC1)C#N 5-({[(1S,3R)-3-(methylamino)cyclopentyl]amino}methyl)-1H-indole-2-carbonitrile